Cl.ClCC1=NC2=C(N1CCOC)C=C(C=C2)C(=O)OC methyl 2-(chloromethyl)-1-(2-methoxyethyl)-1H-benzimidazole-6-carboxylate hydrochloride